CC1(OC2=C(C1)C=C(C(=C2)OC[C@@H]2NC(CC2)=O)NC(=O)C=2C=NN1C2N=CC=C1)C (R)-N-(2,2-dimethyl-6-((5-oxopyrrolidin-2-yl)methoxy)-2,3-dihydrobenzofuran-5-yl)pyrazolo[1,5-a]pyrimidine-3-carboxamide